[Cl-].C[N+]1=C(C=CC=C1)\N=N\C=N\N=C\1/N(C=CC=C1)C 1-methyl-2-((E)-{(E)-[(2Z)-(1-methylpyridin-2(1H)-ylidene)hydrazono]methyl}diazenyl)pyridinium chloride